COC1=C2C=C(NC2=CC=C1)C(=O)NC(CC(C)C)C(NN(C(C(F)Cl)=O)CCC(=O)N)=O 4-methoxy-N-[1-[[(3-amino-3-oxo-propyl)-(2-chloro-2-fluoroacetyl)amino]carbamoyl]-3-methyl-butyl]-1H-indole-2-carboxamide